5-iodo-2-methoxypyrimidine IC=1C=NC(=NC1)OC